3-({3-[(4-bromophenyl)methyl]-2-methyl-4-oxo-3H,4H,5H,6H,7H,8H-pyrido[4,3-d]pyrimidin-6-yl}methyl)benzonitrile BrC1=CC=C(C=C1)CN1C(=NC2=C(C1=O)CN(CC2)CC=2C=C(C#N)C=CC2)C